[(3aS,7aS)-3a-(3,4-dimethoxyphenyl)-1-methyl-3,4,7,7a-tetrahydro-2H-indol-6-yl]3,4,5-trimethoxybenzoate COC=1C=C(C=CC1OC)[C@@]12CCN([C@H]2CC(=CC1)OC(C1=CC(=C(C(=C1)OC)OC)OC)=O)C